OP(O)(=O)OP(=O)(O)O.C(C)(C)(C)C1=C(C(=CC(=C1)C)C(C)(C)C)C(O)(C(CO)(CO)CO)C1=C(C=C(C=C1C(C)(C)C)C)C(C)(C)C bis(2,6-di-t-butyl-4-methylphenyl)pentaerythritol diphosphate